methyl 5-[3-[tert-butoxycarbonyl(cyclobutylmethyl)amino]-1-piperidyl]pyrimidine-2-carboxylate C(C)(C)(C)OC(=O)N(C1CN(CCC1)C=1C=NC(=NC1)C(=O)OC)CC1CCC1